FC(S(=O)(=O)C=1C=C(C(=O)O)C=C(C1)S(=O)(=O)C(F)F)F 3,5-bis(difluoromethylsulfonyl)benzoic acid